4-methyl-2-(3,4-dimethylphenyl)-1-(4-sulfamoyl-phenyl)-1H-pyrrole CC=1C=C(N(C1)C1=CC=C(C=C1)S(N)(=O)=O)C1=CC(=C(C=C1)C)C